FC=1C(=C(C=C2CCC3(OCCO3)CC12)O)N1S(N=CC1=O)(=O)=O 2-(8-fluoro-6-hydroxy-3,4-dihydro-1H-spiro[naphthalene-2,2'-[1,3]dioxolan]-7-yl)-1,2,5-thiadiazolin-3-one 1,1-dioxide